COC(/C(=C/OC)/OC1=C(C=CC(=C1)N1N=CC(=N1)CCC)C)=O.C1=NCCC2=CC=CC=C12 3,4-dihydroisoquinoline methyl-(Z)-3-methoxy-2-[2-methyl-5-(4-propyltriazol-2-yl)phenoxy]prop-2-enoate